methoxyethoxyethanolate titanium ethoxide [O-]CC.[Ti+2].COCCOC(C)[O-]